C(#N)C=1C(=C(C=2NC3=CC=CC=C3C2C1)C1=CC=CC=C1)C#N dicyanophenylcarbazole